(6S,10R,13S)-6-(hydroxymethyl)-10,13-dimethyl-3-(2-(pyrrolidin-3-yl)ethylidene)dodecahydro-1H-cyclopenta[a]phenanthrene-7,17(2H,8H)-dione OC[C@@H]1C2CC(CC[C@@]2(C2CC[C@@]3(C(CCC3C2C1=O)=O)C)C)=CCC1CNCC1